2-Bromo-3-phenylnaphthalene BrC1=CC2=CC=CC=C2C=C1C1=CC=CC=C1